NC1=CC=CC(=N1)S(=O)(=O)NC(=O)C=1C(=NC(=CC1)C1=CC(=CC(=C1)OCC(C)C)F)N1CC(CC1)CC1=CC=CC=C1 N-[(6-Amino-2-pyridyl)sulfonyl]-2-(3-benzylpyrrolidin-1-yl)-6-(3-fluoro-5-isobutoxyphenyl)pyridin-3-carboxamid